23-tricosanone CCCCCCCCCCCCCCCCCCCCCCC=O